C(C)(C)(C)OC(=O)N1CC2(C(C3=CC=CC=C3C2)=NS(=O)C(C)(C)C)C1 1'-((tert-butylsulfinyl)imino)-1',3'-dihydrospiro[azetidine-3,2'-indene]-1-carboxylic acid tert-butyl ester